C(CC)(=O)NC1C(CCCC1)=O propionamidocyclohexanone